β-pyrrole C1=CNC=C1